3-(Tetrahydro-pyran-2-yloxy)-propan-1-ol O1C(CCCC1)OCCCO